(dimethyl-(oxo)-lambda6-sulphenyl)methane CS(=O)(C)=C